methyl 2-bromo-2-(4-fluorophenyl)acetate BrC(C(=O)OC)C1=CC=C(C=C1)F